3-Amino-5-(difluoromethoxy)-4-(7-fluoro-1H-indazol-4-yl)-8-methyl-1H-1,7-naphthyridin-2-one NC=1C(NC2=C(N=CC(=C2C1C1=C2C=NNC2=C(C=C1)F)OC(F)F)C)=O